O1C=C(C=C1)C1=CN=NC=C1 4-(3-furyl)pyridazine